C(CCCCCCCCCCCCC)NCCCC(=O)N[C@@H](C(C)C)C(=O)NC(C(=O)O)CC tetradecylaminobutyryl-valylaminobutyric acid